N-(2-methacryloyloxyethyl)-2-pyrrolidone C(C(=C)C)(=O)OCCN1C(CCC1)=O